C(C(C)(C)C)(=O)OC1=CC=2CCCC(C2C(=C1)B1OC(C(O1)(C)C)(C)C)CC 5-Ethyl-4-(4,4,5,5-tetramethyl-1,3,2-dioxaborolan-2-yl)-5,6,7,8-tetrahydronaphthalen-2-yl pivalate